O([Si](C)(C)C(C)(C)C)C(CC=O)C 3-t-butyldimethylsiloxybutan-1-al